4-chloro-2,3-difluorobenzaldehyde ClC1=C(C(=C(C=O)C=C1)F)F